NC1=C(C=CC(=C1)N)C(=O)O.NC1=C(C=CC(=C1)N)C(=O)OCCC propyl 2,4-diaminophenylformate (2,4-diaminophenylformate)